2-((9-bromononyl)oxy)dihydro-2H-pyran BrCCCCCCCCCOC1OC=CCC1